FC1=CC=C(C=C1)N1C(=C(C2=C1C=C1C=NNC1=C2)I)C(C)C 5-(4-fluorophenyl)-7-iodo-6-isopropylpyrrolo[2,3-f]indazol